C1(CCCCC1)[C@@H](C(N1CCNCC1)=O)NC([C@H](C)N(C(OC(C)(C)C)=O)C)=O tert-butyl ((S)-1-(((S)-1-cyclohexyl-2-oxo-2-(piperazin-1-yl)ethyl)amino)-1-oxopropan-2-yl)(methyl)carbamate